The molecule is a perchlorometallate anion having four chlorines and palladium(II) as the metal component. It is a perchlorometallate anion and a palladium coordination entity. Cl[Pd-2](Cl)(Cl)Cl